5-methyl-hex-5-enoic acid methyl ester COC(CCCC(=C)C)=O